5-(5-(((1S,2R,3R,5R)-2-fluoro-1-methyl-9-azabicyclo[3.3.1]nonan-3-yl)thio)pyrazin-2-yl)-2-(1H-imidazol-1-yl)pyridin-4-ol F[C@@H]1[C@@]2(CCC[C@H](C[C@H]1SC=1N=CC(=NC1)C=1C(=CC(=NC1)N1C=NC=C1)O)N2)C